(R)-2-amino-5-(4-(3-aminopyrrolidin-1-yl)pyrimidin-2-yl)-N-(2-(3-hydroxy-3-methylbut-1-yn-1-yl)pyridin-4-yl)nicotinamide NC1=C(C(=O)NC2=CC(=NC=C2)C#CC(C)(C)O)C=C(C=N1)C1=NC=CC(=N1)N1C[C@@H](CC1)N